6'-(3-([1,1':4',1''-Terphenyl]-4-yl)-2-phenyl-3H-indol-3-yl)-2,2'-diphenylspiro[fluorene-9,3'-indole] C1(=CC=C(C=C1)C1(C(=NC2=CC=CC=C12)C1=CC=CC=C1)C1=CC=C2C3(C(=NC2=C1)C1=CC=CC=C1)C1=CC=CC=C1C=1C=CC(=CC13)C1=CC=CC=C1)C1=CC=C(C=C1)C1=CC=CC=C1